silacyclobutane-1,1-diylbis(methylene) dibenzoate C(C1=CC=CC=C1)(=O)OC[Si]1(CCC1)COC(C1=CC=CC=C1)=O